N-(3-(1-cyclopropyl-1H-indol-2-yl)-1H-pyrazol-5-yl)-4-((1-methylpiperidin-4-yl)amino)benzamide C1(CC1)N1C(=CC2=CC=CC=C12)C1=NNC(=C1)NC(C1=CC=C(C=C1)NC1CCN(CC1)C)=O